4-((7-fluoro-3-(2-fluorophenyl)-2,4-dioxo-3,4-dihydroquinazolin-1(2H)-yl)methyl)-N-hydroxybenzoamide FC1=CC=C2C(N(C(N(C2=C1)CC1=CC=C(C(=O)NO)C=C1)=O)C1=C(C=CC=C1)F)=O